CN(NCC1=NC=C(C=C1)C(F)(F)F)C(=O)C12CC(C1)C2 N-methyl-N'-((5-(trifluoromethyl)pyridin-2-yl)methyl)bicyclo[1.1.1]pentane-1-carbohydrazide